2-[6-amino-5-[8-[[3-(piperazin-1-ylmethyl)phenyl]methyl]-3,8-diazabicyclo[3.2.1]octan-3-yl]pyridazin-3-yl]phenol NC1=C(C=C(N=N1)C1=C(C=CC=C1)O)N1CC2CCC(C1)N2CC2=CC(=CC=C2)CN2CCNCC2